tert-butyl 4-(5-(2-fluorobenzyl)-6-oxo-5,6-dihydropyrido[2,3-b]pyrazin-7-yl)piperidine-1-carboxylate FC1=C(CN2C(C(=CC=3C2=NC=CN3)C3CCN(CC3)C(=O)OC(C)(C)C)=O)C=CC=C1